CN1CC(CCC1)COC=1C2=C(N=C(N1)N1CCOCC1)N(CC2)C2=CN=NC=C2 4-(4-((1-methylpiperidin-3-yl)methoxy)-7-(pyridazin-4-yl)-6,7-dihydro-5H-pyrrolo[2,3-d]pyrimidin-2-yl)morpholine